1,2,3,4-tetramethyl-1,4,5,6-tetrahydropyridinium C[NH+]1C(=C(C(CC1)C)C)C